COC=1C=C2C(=NC(=NC2=CC1OC)C)NC(C)C=1SC(=CC1)\C=C\CCC 6,7-dimethoxy-2-methyl-N-[1-{5-[(1E)-pent-1-en-1-yl]-thiophen-2-yl}-ethyl]quinazolin-4-amine